propenyl neopentanoate C(C(C)(C)C)(=O)OC=CC